ClC=1C(=CC(=C(CN[C@@H](C(=O)O)CO)C1)OCC1=NC=C(N=C1)C)OCC1=C(C(=CC=C1)C1=CC2=C(OCCO2)C=C1)C (R)-2-((5-Chloro-4-((3-(2,3-dihydrobenzo[b][1,4]dioxin-6-yl)-2-methylbenzyl)oxy)-2-((5-methylpyrazin-2-yl)methoxy)benzyl)amino)-3-hydroxypropanoic acid